tert-Butyl ((2S)-1-((4-(((3'-methoxy-3H-spiro[isobenzofuran-1,9'-xanthen]-6'-yl)oxy)methyl)phenyl)amino)-4-methyl-1-oxopentan-2-yl)carbamate COC=1C=CC=2C3(C4=CC=C(C=C4OC2C1)OCC1=CC=C(C=C1)NC([C@H](CC(C)C)NC(OC(C)(C)C)=O)=O)OCC1=CC=CC=C13